FC=1C=C(C=C(C1)C(NC)=O)B(O)O 3-FLUORO-5-(METHYLCARBAMOYL)PHENYLBORONIC ACID